NC1=CC(=NC=N1)NCCCO 3-(6-Amino-pyrimidin-4-ylamino)-propan-1-ol